Ethyl 6-chloropyrazolo[1,5-a]pyrimidine-3-carboxylate ClC=1C=NC=2N(C1)N=CC2C(=O)OCC